(E)-1-fluoro-3-((2-(4-(6-(methylamino)pyridin-3-yl)but-1-en-3-yn-1-yl)benzo[d]thiazol-6-yl)amino)propan-2-ol FCC(CNC1=CC2=C(N=C(S2)\C=C\C#CC=2C=NC(=CC2)NC)C=C1)O